N-(1-methylindazol-6-yl)butane-1-sulfonamide CN1N=CC2=CC=C(C=C12)NS(=O)(=O)CCCC